O=C1NC(CCC1C=1C=C(C=NC1)NC1CCC(CC1)C(=O)N1C[C@@H](CC1)C(=O)O)=O (3R)-1-((1R,4R)-4-((5-(2,6-dioxopiperidin-3-yl)pyridin-3-yl)amino)cyclohexane-1-carbonyl)pyrrolidine-3-carboxylic acid